(2R,3S,5R)-5-(6-(4-(acetylthio)butanamido)-2-chloro-9H-purin-9-yl)-2-ethynyl-2-(hydroxymethyl)tetrahydrofuran-3-yl 3-(2-acetoxy-4,6-dimethylphenyl)-3-methylbutanoate C(C)(=O)OC1=C(C(=CC(=C1)C)C)C(CC(=O)O[C@@H]1[C@](O[C@H](C1)N1C2=NC(=NC(=C2N=C1)NC(CCCSC(C)=O)=O)Cl)(CO)C#C)(C)C